[Br-].CN(C)[P+](N(CCCCCC)CCCCCC)(N(C)C)N(C)C tri(dimethylamino)(dihexylamino)phosphonium bromide